1-[1-(cyanomethyl)-4-(4-phenylanilino)cyclohexyl]-3-(cyclopropanecarbonylamino)pyrazole-4-carboxamide C(#N)CC1(CCC(CC1)NC1=CC=C(C=C1)C1=CC=CC=C1)N1N=C(C(=C1)C(=O)N)NC(=O)C1CC1